BrC1=CC=2C(OCC3=NN(C=C3C3=CN=C(C(NS(C(=C1O)C2)(=O)=O)=C3)OC)C(F)(F)F)=O 12-bromo-13-hydroxy-18-methoxy-4-(trifluoromethyl)-15,15-dioxo-8-oxa-15λ6-thia-4,5,16,19-tetrazatetracyclo[15.3.1.1(10,14).0(2,6)]docosa-1(20),2,5,10(22),11,13,17(21),18-octaen-9-one